(2-(aminomethyl)phenyl)dimethylphosphine N-succinimidyl-3-(pyridin-2-yldithio)-propionate C1(CCC(N1N1C(C=CC=C1)SSCCC(=O)O)=O)=O.NCC1=C(C=CC=C1)P(C)C